pyridin-2(1H)-thione N1C(C=CC=C1)=S